(R)-N-(4-((3-((1-hydroxyprop-2-yl)amino)-1-(4-methoxybenzyl)-1H-pyrazolo[3,4-b]pyridin-4-yl)oxy)phenyl)-2-oxo-1-phenyl-2,4,6,7-tetrahydro-1H-pyrazolo[5,1-c][1,4]oxazine-3-carboxamide OC[C@@H](C)NC1=NN(C2=NC=CC(=C21)OC2=CC=C(C=C2)NC(=O)C=2C(N(N1C2COCC1)C1=CC=CC=C1)=O)CC1=CC=C(C=C1)OC